chlorine phosphate lead [Pb+2].P(=O)([O-])([O-])[O-].[Cl+]